ON=C(N)C1=NC=C(C=N1)NC=1OC(=CN1)C1=CC=C(C=C1)C(F)(F)F N'-hydroxy-5-((5-(4-(trifluoromethyl)phenyl)oxazol-2-yl)amino)pyrimidine-2-carboximidamide